4,4-difluoro-4-(2-methoxypyridin-4-yl)butyronitrile FC(CCC#N)(C1=CC(=NC=C1)OC)F